BrC1=CC=C(S1)CNCC(=O)NCC1=CC(=C(C=C1)Cl)Cl 2-(((5-bromothiophen-2-yl)methyl)amino)-N-(3,4-dichlorobenzyl)acetamide